(RS)-3-(2-Chloro-phenyl)-N-(4-pyrrolidin-3-yl-phenyl)-propionamid ClC1=C(C=CC=C1)CCC(=O)NC1=CC=C(C=C1)[C@@H]1CNCC1 |r|